6-(difluoromethoxy)-N-{[1-(difluoromethyl)-1H-imidazo[1,2-b]pyrazol-7-yl]methyl}-5-fluoropyridine-3-carboxamide FC(OC1=C(C=C(C=N1)C(=O)NCC1=C2N(N=C1)C=CN2C(F)F)F)F